Cl.NCC=1C(N=C2C=CC=CC12)=O 3-(aminomethyl)indol-2-one hydrochloride